O1[C@@H](COCC1)COC=1C(=C2N(CCC3=CC(=C(C=C23)OC)C2=CC(=C(C=C2)OCC)C(F)(F)F)C(C1)=O)C 2-((S)-1-[1,4]dioxan-2-ylmethoxy)-9-(4-ethoxy-3-trifluoromethyl-phenyl)-10-methoxy-1-methyl-6,7-dihydro-pyrido[2,1-a]isoquinolin-4-one